ClC1=C(C=CC(=C1)CNC1(CC1)CO)N1N=CC(=C1)C1=NC(=NC=C1C#N)NC1CCN(CC1)S(=O)(=O)C 4-(1-(2-Chloro-4-(((1-(hydroxymethyl)cyclopropyl)amino)methyl)phenyl)-1H-pyrazol-4-yl)-2-((1-(methylsulfonyl)piperidin-4-yl)amino)pyrimidine-5-carbonitrile